2-hydroxy-4-methoxy-4'-tert-butoxybenzophenone OC1=C(C(=O)C2=CC=C(C=C2)OC(C)(C)C)C=CC(=C1)OC